tris(4-(4-acetylphenyl)phenylsulfanyl)sulfonium C(C)(=O)C1=CC=C(C=C1)C1=CC=C(C=C1)S[S+](SC1=CC=C(C=C1)C1=CC=C(C=C1)C(C)=O)SC1=CC=C(C=C1)C1=CC=C(C=C1)C(C)=O